C(C(C(C)O)O)O 1,2,3-Butantriol